FC(C1=CC=2N(C=C1C1CCN(CC1)S(=O)(=O)C=1C=NN(C1CC#N)C)N=CN2)F 2-(4-((4-(7-(difluoromethyl)-[1,2,4]triazolo[1,5-a]pyridin-6-yl)piperidin-1-yl)sulfonyl)-1-methyl-1H-pyrazol-5-yl)acetonitrile